FC1=C(C=CC(=C1)C1=CC2=C(N=CN=C2N2CCOCC2)N1)NS(=O)(=O)C(C)C=1C=C(C=CC1)N1C[C@@H](CCC1)NC(C=C)=O N-((3R)-1-(3-(1-(N-(2-fluoro-4-(4-morpholino-7H-pyrrolo[2,3-d]pyrimidin-6-yl)phenyl)sulfamoyl)ethyl)phenyl)piperidin-3-yl)acrylamide